(S)-2-[6-(3-methyl-1H-pyrrolo[2,3-b]pyridin-5-yl)-1,2,3,4-tetrahydroisoquinolin-8-yl]pyrrolidine-1-carboxylic acid tert-butyl ester C(C)(C)(C)OC(=O)N1[C@@H](CCC1)C=1C=C(C=C2CCNCC12)C=1C=C2C(=NC1)NC=C2C